2,2-Dimethyl-4-(3-methyl-2-oxo-1,3-benzoxazol-6-yl)-N-(2-phenylethyl)piperidine-1-carboxamide CC1(N(CCC(C1)C1=CC2=C(N(C(O2)=O)C)C=C1)C(=O)NCCC1=CC=CC=C1)C